ethyl 2-[methyl (5-methyl-6-{[(2Z)-3-{[2-(trimethylsilyl) ethoxy] methyl}-2,3-dihydro-1,3-benzothiazol-2-ylidene] amino} pyridazin-3-yl) amino]-1,3-thiazole-4-carboxylate CN(C=1SC=C(N1)C(=O)OCC)C=1N=NC(=C(C1)C)\N=C\1/SC2=C(N1COCC[Si](C)(C)C)C=CC=C2